(S)-6-((3-(((2-(trifluoromethyl)pyridin-4-yl)oxy)methyl)bicyclo[1.1.1]pentan-1-yl)methoxy)-10,10a-dihydro-1H-oxazolo[3',4':3,4]imidazo[1,2-c]pyrimidin-8(3H)-one FC(C1=NC=CC(=C1)OCC12CC(C1)(C2)COC=2C=C1N(C(N2)=O)C[C@@H]2N1COC2)(F)F